8-nitro-9H-tribenzo[b,d,f]azepine [N+](=O)([O-])C1=CC=CC2=C1NC1=C(C3=C2C=CC=C3)C=CC=C1